C(C)N(CCCCCO)CC N,N-diethyl-5-amino-1-pentanol